NC(C(=O)O)(CCCCB(O)O)CCCN(C1CCOCC1)C 2-amino-6-borono-2-(3-(methyl(tetrahydro-2H-pyran-4-yl)amino)propyl)hexanoic acid